CC(C)NC(=O)C1[C@H]2CN(C[C@@H]12)C(=O)C1=NNC(=C1)C(C)C (1r,5s,6r)-N-(prop-2-yl)-3-[5-(propane-2-yl)-1H-pyrazole-3-carbonyl]-3-azabicyclo[3.1.0]hexane-6-carboxamide